Dihexyl Terephthalate C(C1=CC=C(C(=O)OCCCCCC)C=C1)(=O)OCCCCCC